3-Fucosyl-N-acetyl-lactosamine C1([C@@H](O)[C@H](O)[C@H](O)[C@@H](O1)C)[C@]1([C@H](C(O)O[C@@H]([C@H]1O[C@H]1[C@H](O)[C@@H](O)[C@@H](O)[C@H](O1)CO)CO)NC(C)=O)O